3,3-dimethylpyrrolidine HCl salt Cl.CC1(CNCC1)C